2,4-bis(1,1-dimethylpropyl)phenyl bis[4-(1,1-dimethylpropyl)phenyl]phosphite CC(CC)(C)C1=CC=C(C=C1)P(OC1=C(C=C(C=C1)C(CC)(C)C)C(CC)(C)C)([O-])([O-])C1=CC=C(C=C1)C(CC)(C)C